FC=1C=C(C=C(C1)F)SSCC(F)(F)F (2,2,2-trifluoroethyl) (3,5-difluorophenyl) disulfide